1,1,1-tri(glycidyloxymethyl)propane C(C1CO1)OCC(CC)(COCC1CO1)COCC1CO1